FC1=CC(=CC2=C1CN([C@H](CO2)C)C(=O)C2(CCOCC2)C)C(=O)O (3S)-6-fluoro-3-methyl-4-[(4-methyloxan-4-yl)carbonyl]-3,5-dihydro-2H-1,4-benzoxazepine-8-carboxylic acid